OC=1C2=C(N=CN1)N(C=C2C(F)(F)F)C=2C=C(C#N)C=CN2 2-(4-hydroxy-5-(trifluoromethyl)-7H-pyrrolo[2,3-d]pyrimidin-7-yl)isonicotinonitrile